OC1=CC=C(C=C1)/C(=C(\CC)/C1=CC=CC=C1)/C1=CC=C(OCCN2CCN(CC2)C2=CC=C(C=N2)OC=2C=C3CN(C(C3=CC2)=O)C2C(NC(CC2)=O)=O)C=C1 (Z)-3-(5-((6-(4-(2-(4-(1-(4-hydroxyphenyl)-2-phenylbut-1-en-1-yl)phenoxy)ethyl)piperazin-1-yl)pyridin-3-yl)oxy)-1-oxoisoindolin-2-yl)piperidine-2,6-dione